2-styrenesulfonate C=CC=1C(=CC=CC1)S(=O)(=O)[O-]